4-amino-8-[5-[(2-cyano-3-pyridinyl)methoxy]-2-fluoro-phenyl]-2-oxo-N-propyl-1H-quinoline-3-carboxamide NC1=C(C(NC2=C(C=CC=C12)C1=C(C=CC(=C1)OCC=1C(=NC=CC1)C#N)F)=O)C(=O)NCCC